N-(4-([1,2,4]triazolo[1,5-a]pyridin-7-yloxy)-5-chloro-2-fluorophenyl)-6-chloropyrido[3,2-d]pyrimidin-4-amine N=1C=NN2C1C=C(C=C2)OC2=CC(=C(C=C2Cl)NC=2C1=C(N=CN2)C=CC(=N1)Cl)F